[O-]P([O-])(=O)OP(=O)([O-])[O-].[Mg+2].N1=C(N)N=C(N)N=C1N.N1=C(N)N=C(N)N=C1N.[Mg+2] Bis-melamine magnesium diphosphate